3,6-dihydropyridine-1(2H)-carboxylic acid ethyl ester C(C)OC(=O)N1CCC=CC1